N[C@H](C(=O)N[C@H](C(=O)O)CC1=CC(=C(C=C1)O)O)CC1=CC=C(C=C1)OP(=O)(O)O (2S)-2-[[(2S)-2-amino-3-(4-phosphonooxyphenyl)propanoyl]amino]-3-(3,4-dihydroxyphenyl)propanoic acid